5-Fluoro-6-(2-methoxyethoxy)-3-[3-(4-{2-oxa-6-azaspiro[3.4]octan-6-carbonyl}phenyl)-1,2-oxazol-5-yl]-1H-indazol FC=1C=C2C(=NNC2=CC1OCCOC)C1=CC(=NO1)C1=CC=C(C=C1)C(=O)N1CC2(COC2)CC1